(S)-3-amino-N-(thieno[2,3-c]pyridin-2-yl)-2-(p-tolyl)propanamide NC[C@@H](C(=O)NC1=CC=2C(=CN=CC2)S1)C1=CC=C(C=C1)C